4-((S)-1-((R)-2-((4-(difluoromethyl)benzyl)oxy)-3-methylbutanamido)ethyl)benzoic acid FC(C1=CC=C(CO[C@@H](C(=O)N[C@@H](C)C2=CC=C(C(=O)O)C=C2)C(C)C)C=C1)F